COC(=O)C1=NC=C(C=C1)NC([C@@H](C)OC1=CC=C2C(=CC(OC2=C1)=O)C1=C(C=C(C=C1)F)Cl)=O 5-[[(2R)-2-[4-(2-chloro-4-fluoro-phenyl)-2-oxo-chromen-7-yl]oxypropionyl]amino]pyridine-2-carboxylic acid methyl ester